OCC1=C(C=CC=C1)NC1=CC(=NC=C1C(=O)N)NC1=NC=C(C=C1)C(N)=O 4-(2-hydroxymethylphenylamino)-6-(5-carbamoylpyridin-2-ylamino)nicotinamide